C(C1=CC=CC=C1)OC1=C(C=C(C=C1)F)[C@@H](C)NC1=CC=C(C(=N1)NC(=O)NC1CCC(CC1)O)[N+](=O)[O-] (R)-6-(1-(2-benzyloxy-5-fluorophenyl)ethyl)amino-3-nitro-2-(3-((1s,4s)-4-Hydroxycyclohexyl)ureido)pyridine